3,9-bis{2-[3-(3-t-butyl-4-hydroxy-5-methylphenyl)propionyloxy]-1,1-dimethylethyl}2,4,8,10-tetraoxaspiro[5.5]undecane C(C)(C)(C)C=1C=C(C=C(C1O)C)CCC(=O)OCC(C)(C)C1OCC2(CO1)COC(OC2)C(COC(CCC2=CC(=C(C(=C2)C)O)C(C)(C)C)=O)(C)C